(5aR,6S,6aS)-3-((1-methyl-3-(2-(trifluoromethyl)phenyl)-2,3-dihydro-1H-inden-5-yl)methoxy)-5,5a,6,6a-tetrahydrocyclopropa[4,5]cyclopenta[1,2-c]pyridine-6-carboxylic acid CC1CC(C2=CC(=CC=C12)COC1=CC2=C(C=N1)[C@H]1[C@@H](C2)[C@@H]1C(=O)O)C1=C(C=CC=C1)C(F)(F)F